1-methyl-2-(4-nitrophenyl)cyclopropane-1-carboxylic acid CC1(C(C1)C1=CC=C(C=C1)[N+](=O)[O-])C(=O)O